8-methyl-3-(3-(2-(4-methyl-4H-1,2,4-triazol-3-yl)oxetan-2-yl)phenyl)-6-(((S)-3-methylpiperidin-1-yl)methyl)-4H-chromen-4-one CC=1C=C(C=C2C(C(=COC12)C1=CC(=CC=C1)C1(OCC1)C1=NN=CN1C)=O)CN1C[C@H](CCC1)C